FC1=C(CNC(=O)C=2C(=NN(C2)CC2=CC=C(C=C2)CN2C(C=CC=C2)=O)N)C=CC=C1OC 3-Amino-1-[4-(2-oxo-2H-pyridin-1-ylmethyl)-benzyl]-1H-pyrazole-4-carboxylic Acid 2-fluoro-3-methoxy-benzylamide